3-bromo-4-(4-{(R)-(4-chlorophenyl)[(2-piperidin-1-ylethyl)oxy]methyl}piperidin-1-yl)-1H-pyrazolo[3,4-d]pyrimidine BrC1=NNC2=NC=NC(=C21)N2CCC(CC2)[C@@H](OCCN2CCCCC2)C2=CC=C(C=C2)Cl